C(C)(C)C1=CC=CC2=C1NC(=NS2(=O)=O)NC2=CC=C(C=C2)C(C)C 5-isopropyl-3-((4-isopropylphenyl)amino)-4H-benzo[e][1,2,4]thiadiazine 1,1-dioxide